C(C)(C)(C)OC(=O)C1=C(N=C(S1)NC(CCNC(C1=CC(=CC=C1)C=1N=NN(N1)C)=O)=O)C 4-methyl-2-[3-[[3-(2-methyltetrazol-5-yl)benzoyl]amino]propionylamino]thiazole-5-carboxylic acid tert-butyl ester